C1(CCCCC1)C1=C(N=NC(=C1C1CCCCC1)NC1CNCCC1)C1=C(C=C(C=C1)C#C)O 2-(4,5-dicyclohexyl-6-(piperidin-3-ylamino)pyridazin-3-yl)-5-ethynylphenol